vinyl butylbenzoate C(CCC)C1=C(C(=O)OC=C)C=CC=C1